CC1=NN2C(N(CCC2)C(CCC(=O)NC=2N=NC(=CC2)C=2C=NC=C(C2)C)=O)=C1 4-(2-methyl-6,7-dihydropyrazolo[1,5-a]pyrimidin-4(5H)-yl)-N-(6-(5-methylpyridin-3-yl)pyridazin-3-yl)-4-oxobutanamide